(E)-2-(2-fluorophenyl)vinylpyridine FC1=C(C=CC=C1)/C=C/C1=NC=CC=C1